6-(cyclopropoxy)-2-methyl-5-nitro-indazole C1(CC1)OC=1C(=CC2=CN(N=C2C1)C)[N+](=O)[O-]